C1(CCCCC1)NC(COC1=CC=C2C=CC(=CC2=C1)C(CC(=O)OC)C1=CC2=C(OCCO2)C=C1)=O Methyl 3-(7-(2-(cyclohexylamino)-2-oxoethoxy)naphthalen-2-yl)-3-(2,3-dihydrobenzo[b][1,4]dioxin-6-yl)propanoate